ClC1=C(C(=CC=C1)Cl)C=1N=C2C=3C=C(C=NC3C=CN2C1C(=O)N)C=1C=NN(C1)CCS(=O)(=O)C 2-(2,6-Dichlorophenyl)-9-(1-(2-(methylsulfonyl)ethyl)-1H-pyrazol-4-yl)imidazo[2,1-f][1,6]naphthyridine-3-carboxamide